1-[chloro(4-methoxyphenyl)benzyl]-4-methoxybenzene COC1=CC=C(C=C1)C(C2=CC=CC=C2)(C3=CC=C(C=C3)OC)Cl